C(C=C)(=O)OC(C(C)O)C Dimethylethylene glycol acrylate